BrC1=CC=C(C=C1)C=1SC=CN1 2-(4-bromophenyl)thiazole